2-(4-(2-([1,3'-biazetidin]-1'-yl)-7-(7-fluoro-3,4-dihydroquinolin-1(2H)-yl)-5,6,7,8-tetrahydroquinazolin-4-yl)-1-acryloylpiperazin-2-yl)acetonitrile N1(CCC1)C1CN(C1)C1=NC=2CC(CCC2C(=N1)N1CC(N(CC1)C(C=C)=O)CC#N)N1CCCC2=CC=C(C=C12)F